C(C)(C)(C)OC(=O)N1CC=2C=NC(=CC2C1)OCC(=O)N(C)C tert-butyl-6-(2-(dimethylamino)-2-oxoethoxy)-1,3-dihydro-2H-pyrrolo[3,4-c]pyridine-2-carboxylate